N-(6-Chloro-4-(4-chlorophenoxy)pyridin-2-yl)-5-(2-(methylsulfonyl)propan-2-yl)benzo[b]thiophen-2-carboxamid ClC1=CC(=CC(=N1)NC(=O)C1=CC2=C(S1)C=CC(=C2)C(C)(C)S(=O)(=O)C)OC2=CC=C(C=C2)Cl